4-(2-chloro-7-methyl-8-oxo-7,8-dihydro-9H-purin-9-yl)tetrahydro-2H-pyran-4-nitrile ClC1=NC=C2N(C(N(C2=N1)C1(CCOCC1)C#N)=O)C